(3,4-Dichlorophenyl)methyl-4-(3-pyridyl)aniline ClC=1C=C(C=CC1Cl)CNC1=CC=C(C=C1)C=1C=NC=CC1